5-Amino-3-[2-(6-chloro-1-cyclopropyl-1,3-benzodiazol-5-yl)ethynyl]-1-[(3S,5R)-5-[(1R)-1-hydroxyethyl]-1-(prop-2-enoyl)pyrrolidin-3-yl]pyrazole-4-carboxamide NC1=C(C(=NN1[C@@H]1CN([C@H](C1)[C@@H](C)O)C(C=C)=O)C#CC1=CC2=C(N(C=N2)C2CC2)C=C1Cl)C(=O)N